ClC=1C=C2C(=CC(=NC2=CC1)C)C(=O)N[C@@H]1CCO[C@]12O[C@@H]([C@@H]([C@@H]([C@H]2O)N2N=NC(=C2)C2=CC(=C(C(=C2)F)F)F)O)CO 6-chloro-N-((4R,5S,7R,8R,9S,10R)-8,10-dihydroxy-7-(hydroxymethyl)-9-(4-(3,4,5-trifluorophenyl)-1H-1,2,3-triazol-1-yl)-1,6-dioxaspiro[4.5]decan-4-yl)-2-methylquinolin-4-carboxamide